[Li]C1=CC=C(C2=CC=CC=C12)[Li] 1,4-dilithionaphthalene